NC1=C(C=C(C=C1)OC)S(=O)(=O)O para-aminoanisole-3-sulfonic acid